C1(=CC=CC=C1)C1=CC=C(S1)N=C1C(OC2=CC=CC=C2C1)=O 3-((5-phenyl-2-thiophenyl)imino)coumarin